C(#N)C1=CC=C(C=C1)C(CNC(C(=O)O)C=1C=NN(C1)C)C 2-((2-(4-cyanophenyl)propyl)amino)-2-(1-methyl-1H-pyrazol-4-yl)acetic acid